BrC1=CC2=C(N(C=N2)C)C=C1 5-bromo-1-methyl-1H-Benzimidazole